FC1=C(C(=C(C(=C1F)F)F)F)[B-](C1=C(C(=C(C(=C1F)F)F)F)F)(C1=C(C(=C(C(=C1F)F)F)F)F)C1=C(C(=C(C(=C1F)F)F)F)F.[NH4+].C(CCCCCCCCCCCCCCC)N(C=1C(=CC=CC1)C)CCCCCCCCCCCC N-hexadecyl-N-dodecyl-toluidine ammonium [tetrakis(perfluorophenyl)borate]